N-(6-(4-(quinolin-4-ylmethyl)morpholin-2-yl)pyridin-2-yl)pyrazin-2-amine N1=CC=C(C2=CC=CC=C12)CN1CC(OCC1)C1=CC=CC(=N1)NC1=NC=CN=C1